C(C=C)(=O)OC1C2=CC=C(C1O)C2 5-acryloyloxy-6-hydroxynorborneneN